C(C1=CC=CC=C1)OC1=C(C(=C(C2=CC=CC=C12)C(=O)OCC)C)Br ethyl 4-(benzyloxy)-3-bromo-2-methyl-1-naphthoate